4-(4-aminophenoxy)-2-butylphenylbenzenamine NC1=CC=C(OC2=CC(=C(C=C2)C2=C(C=CC=C2)N)CCCC)C=C1